C12C3=CC=4OCOC4C=C3C(CC1)N2 5,7-dioxa-14-azatetracyclo[9.2.1.02,10.04,8]Tetradeca-2,4(8),9-triene